(2s,3r)-3-[tert-butyl-(dimethyl)silyl]oxy-N-(3-chloro-4-fluoro-phenyl)-N-methyl-pyrrolidine-2-carboxamide C(C)(C)(C)[Si](O[C@H]1[C@H](NCC1)C(=O)N(C)C1=CC(=C(C=C1)F)Cl)(C)C